BrC1=CC=C(C=C1)CC (S)-1-(4-bromophenyl)ethane